C(C)(C)OC=1N=C2N(C=CC=N2)C1 isopropoxyimidazo[1,2-a]pyrimidine